C(CCCCCCCC)N(CC(=O)N1CCN(CC1)C(=O)OC(C)(C)C)CCCC(OCCCCC)=O tert-Butyl 4-(N-nonyl-N-(4-oxo-4-(pentyloxy)butyl)glycyl)piperazine-1-carboxylate